FC1=C(C=NN1C)C=1C=C2C3=C(NC2=CC1)N=CN=C3N[C@@H]3CC[C@H](CC3)N3CCOCC3 6-(5-fluoro-1-methyl-1H-pyrazol-4-yl)-N-(trans-4-morpholinocyclohexyl)-9H-pyrimido[4,5-b]indol-4-amine